CN1C=NC(=C1)C=1C=C2CN(CC2=CC1NC1=CC=C(C=C1)C(F)(F)F)CC#N 2-(5-(1-methyl-1H-imidazol-4-yl)-6-((4-(trifluoromethyl)phenyl)amino)isoindolin-2-yl)acetonitrile